tert-butyl 3-[tert-butyl(dimethyl)silyl]oxy-5-[6-chloro-5-[[4-methyl-6-(methylamino)-pyrimidin-2-yl]amino]-2,3-dihydrobenzofuran-7-yl]-2,3,4,7-tetrahydroazepine-1-carboxylate [Si](C)(C)(C(C)(C)C)OC1CN(CC=C(C1)C1=C(C(=CC=2CCOC21)NC2=NC(=CC(=N2)C)NC)Cl)C(=O)OC(C)(C)C